N1([C@H]2[C@@H](CC1)CNC2)C2=CC(=CC(=N2)NC=2C1=C(C(=NC2)C2=C3C(=NC=C2)N(C=C3)C)CNC1=O)OC 7-((6-((3aS,6aS)-hexahydropyrrolo[3,4-b]pyrrol-1(2H)-yl)-4-methoxypyridin-2-yl)amino)-4-(1-methyl-1H-pyrrolo[2,3-b]pyridin-4-yl)-2,3-dihydro-1H-pyrrolo[3,4-c]pyridin-1-one